4-(Azidomethyl)-4-methoxytetrahydro-2H-pyran N(=[N+]=[N-])CC1(CCOCC1)OC